Methyl 5-[3-(benzyloxy)phenyl]-1-[(2-chlorophenyl)methyl]-1H-pyrazole-3-carboxylate C(C1=CC=CC=C1)OC=1C=C(C=CC1)C1=CC(=NN1CC1=C(C=CC=C1)Cl)C(=O)OC